((2R,3S,4R,5R)-5-(4-aminopyrrolo[2,1-f][1,2,4]triazin-7-yl)-5-cyano-3,4-dihydroxytetrahydrofuran-2-yl)methyl (tert-butoxycarbonyl)-L-valinate C(C)(C)(C)OC(=O)N[C@@H](C(C)C)C(=O)OC[C@H]1O[C@@]([C@@H]([C@@H]1O)O)(C#N)C1=CC=C2C(=NC=NN21)N